OCCCCCC=1N=C(OC1)C1=CC=C(C=C1)S(=O)(=O)N(CCC)CCC 4-(4-(5-hydroxypentyl)oxazol-2-yl)-N,N-dipropylbenzenesulfonamide